tri(t-butyl phenyl) phosphite P(OC1=C(C=CC=C1)C(C)(C)C)(OC1=C(C=CC=C1)C(C)(C)C)OC1=C(C=CC=C1)C(C)(C)C